BrC1=CC(=C(C=C1)C(CC1=CC(=CC=C1)F)=O)F 1-(4-bromo-2-fluorophenyl)-2-(3-fluorophenyl)ethan-1-one